CCCCCCCCCCCCCCCCC=C Octadecene